C1(CCCC1)NCC1=C(N(C2=CC(=CC=C12)OC)CC1=CC(=CC=C1)F)C(=O)O 3-[(cyclopentylamino)methyl]-1-[(3-fluorophenyl)methyl]-6-methoxy-1H-indole-2-carboxylic acid